disulfanediylbis(ethane-2,1-diyl) bis((3,4-dihydroxyphenethyl) carbamate) OC=1C=C(CCNC(OCCSSCCOC(NCCC2=CC(=C(C=C2)O)O)=O)=O)C=CC1O